COC(=O)C1=CC2=C(OC1=O)C=C(S2)N(C(=O)NC2=CC(=CC=C2)Cl)C 2-(3-(3-chlorophenyl)-1-methylureido)-5-oxo-5H-thieno[3,2-b]Pyran-6-carboxylic acid methyl ester